C(C)(C)(C)OC(CC1CC(C1)C(=O)O)=O 3-(2-(Tert-butoxy)-2-oxoethyl)cyclobutane-1-carboxylic acid